N-Boc-2-(4-bromophenoxy)ethylamine C(=O)(OC(C)(C)C)NCCOC1=CC=C(C=C1)Br